BrC1=CC=C(C=C1)N1CC2N(CC1)CCN(C2)C 2-(4-bromophenyl)-8-methyl-octahydro-2H-pyrazino[1,2-a]pyrazine